BrC1=CC=C2CCN(C(C2=C1)=O)CC(=O)OC(C)(C)C t-butyl (7-bromo-1-oxo-3,4-dihydroisoquinolin-2(1H)-yl)acetate